CC1=NC=C2N1C=CC=C2 3-methylimidazo[1,5-a]pyridin